diethylaminoethylaminoethylamide myristate C(CCCCCCCCCCCCC)(=O)[O-].C(C)N(CC)CCNCC[NH-]